(M)-2-((5R)-5-(fluoromethyl)-2-(2-propenoyl)-2,6-diazaspiro[3.4]octan-6-yl)-7,7-dimethyl-4-(5-methyl-1H-indaazol-4-yl)-5,6,7,8-tetrahydro-3-quinolinecarbonitrile FC[C@H]1C2(CN(C2)C(C=C)=O)CCN1C1=NC=2CC(CCC2C(=C1C#N)C=1C=N[InH]C1C)(C)C